N1(C=CC2=NC=CC=C21)C(=O)N 1H-pyrrolo[3,2-b]pyridine-1-carboxamide